C(CCC)OC(CC)=O 1-butoxy-1-oxopropan